C(C)(C)C1=CC(=NN1)NC1=CN=CC(=N1)OC1[C@H]([C@H]2CC[C@@H](C1)N2C(=O)OC(C)(C)C)C tert-butyl (1R,2S,5S)-3-((6-((5-isopropyl-1H-pyrazol-3-yl)amino)pyrazin-2-yl)oxy)-2-methyl-8-azabicyclo[3.2.1]octane-8-carboxylate